ClC1=CC=C(C=C1)[C@H](C)NC(=O)C1=CC2=C(CCC=3C=NC(=NC23)NC)S1 (S)-N-(1-(4-chlorophenyl)ethyl)-2-(methylamino)-5,6-dihydrothieno[2,3-h]quinazoline-8-carboxamide